n-amyl-oxyaluminum C(CCCC)O[Al]